(pyridin-2-yl)pyridin-2-thioamide fumarate C(\C=C\C(=O)O)(=O)O.N1=C(C=CC=C1)C=1C(=NC=CC1)C(N)=S